(6-((3,3-difluoropyrrolidin-1-yl)methyl)pyrazolo[1,5-a]pyridin-3-yl)methanone FC1(CN(CC1)CC=1C=CC=2N(C1)N=CC2C=O)F